COC(C1=CC(=C(C=C1)COC1=NC(=CC=C1)Cl)F)=O 4-(((6-chloropyridin-2-yl)oxy)methyl)-3-fluorobenzoic acid methyl ester